((4-(5-(3-cyanophenyl)-1,2,4-oxadiazol-3-yl)naphthalen-1-yl)methyl)azetidine-3-carboxylic acid C(#N)C=1C=C(C=CC1)C1=NC(=NO1)C1=CC=C(C2=CC=CC=C12)CN1CC(C1)C(=O)O